(exo)-N-(8-amino-5,7-dichloro-6-(4-methylpyridin-3-yl)isoquinolin-3-yl)-3-(tert-butyldiphenylsilyloxy)bicyclo[3.1.0]hexane-6-carboxamide NC=1C(=C(C(=C2C=C(N=CC12)NC(=O)C1C2CC(CC12)O[Si](C1=CC=CC=C1)(C1=CC=CC=C1)C(C)(C)C)Cl)C=1C=NC=CC1C)Cl